4-(1-(3-amino-8-azabicyclo[3.2.1]octane-8-yl)-6-(5-fluoro-3-methylbenzo[d]isoxazol-6-yl)pyrrolo[1,2-a]pyrazin-7-yl)benzonitrile hydrochloride Cl.NC1CC2CCC(C1)N2C=2C=1N(C=CN2)C(=C(C1)C1=CC=C(C#N)C=C1)C1=CC2=C(C(=NO2)C)C=C1F